N1-(5-(1-(2,2-difluoroethyl)-2-methyl-1H-imidazo[4,5-b]pyridin-6-yl)pyrrolo[2,1-f][1,2,4]triazin-2-yl)cyclohexane-1,4-diamine FC(CN1C(=NC2=NC=C(C=C21)C=2C=CN1N=C(N=CC12)NC1CCC(CC1)N)C)F